ClC=1C=C(C=CC1F)NC(N(C)C(C)C1=CNC(C2=CC(=CC=C12)F)=O)=O 3-(3-chloro-4-fluorophenyl)-1-(1-(7-fluoro-1-oxo-1,2-dihydroisoquinolin-4-yl)ethyl)-1-methyl-urea